CN(S(=O)(=O)C=1C=C(C=CC1)NC(=O)C=1C(=NC=C(C1)C(F)(F)F)OC1=C(C=C(C=C1)F)OC)C N-[3-(dimethylsulfamoyl)phenyl]-2-(4-fluoro-2-methoxy-phenoxy)-5-(trifluoromethyl)pyridine-3-carboxamide